BrC1=C2C=NN(C2=CC(=C1CCCC1=NC(=NO1)[C@H]1CN(CCC1)C(=O)OC(C)(C)C)Cl)C1OCCCC1 tert-butyl (3R)-3-(5-(3-(4-bromo-6-chloro-1-(tetrahydro-2H-pyran-2-yl)-1H-indazol-5-yl)propyl)-1,2,4-oxadiazol-3-yl)piperidine-1-carboxylate